C(C)C1=CC(=C2C=C(C(N(C2=C1)C)=O)C)C=1C=CC=C2C=C(N=CC12)C=1C=CC(=NC1)C(=O)[O-].[Li+].C1(CCCCC1)C=1NC2=C(N1)C=CC=C2 cyclohexyl-benzoimidazoline Lithium 5-(8-(7-ethyl-1,3-dimethyl-2-oxo-1,2-dihydroquinolin-5-yl)isoquinolin-3-yl)picolinate